N1=CN=CC2=C1C=CC=N2 PYRIDO[3,2-D]PYRIMIDINE